(R)-5-(3-Fluoropiperidin-1-yl)-N-(1-(methylsulfonyl)piperidin-4-yl)-6-(1H-pyrazol-4-yl)-[1,2,4]triazolo[1,5-a]pyrazin-2-amine F[C@H]1CN(CCC1)C1=C(N=CC=2N1N=C(N2)NC2CCN(CC2)S(=O)(=O)C)C=2C=NNC2